D-N-methyl-lysine CN[C@H](CCCCN)C(=O)O